tert-butyl (2R,5S)-4-(7-(2-amino-3-fluorophenyl)-6-cyano-1-(2-isopropyl-4-methylpyridin-3-yl)-2-oxo-1,2-dihydropyrido[2,3-d]pyrimidin-4-yl)-2,5-dimethylpiperazine-1-carboxylate NC1=C(C=CC=C1F)C=1C(=CC2=C(N(C(N=C2N2C[C@H](N(C[C@@H]2C)C(=O)OC(C)(C)C)C)=O)C=2C(=NC=CC2C)C(C)C)N1)C#N